(S)-5-(1-(2-fluoropropyl)-1H-benzo[d][1,2,3]triazol-6-yl)-4-methoxy-N-(1-(oxetan-3-yl)piperidin-4-yl)pyrrolo[2,1-f][1,2,4]triazin-2-amine F[C@H](CN1N=NC2=C1C=C(C=C2)C=2C=CN1N=C(N=C(C12)OC)NC1CCN(CC1)C1COC1)C